C(C=C)NC(C1=C(C(=C(C(=C1)CC1=C(C(=NC=C1)NS(=O)(=O)NC([2H])([2H])[2H])F)F)F)NC1=C(C=C(C=C1)I)F)=O N-allyl-3,4-difluoro-5-((3-fluoro-2-((N-methyl-d3-aminosulfonyl)amino)pyridin-4-yl)methyl)-2-((2-fluoro-4-iodophenyl)amino)benzamide